leucine-13C N[13C@@H](CC(C)C)C(=O)O